C1(=CC=CC=C1)NC1CC2=C(N(N=C2CC1)C1=NC=CC=C1)O 5-phenylamino-2-(pyridin-2-yl)-4,5,6,7-tetrahydro-2H-indazol-3-ol